2-amino-2-[6-[4-cyano-2-(2-methyl-6-morpholin-4-ylpyridin-4-yl)oxyphenyl]pyridin-3-yl]acetic acid NC(C(=O)O)C=1C=NC(=CC1)C1=C(C=C(C=C1)C#N)OC1=CC(=NC(=C1)N1CCOCC1)C